2-[6-(3-Methylmorpholin-4-yl)pyridin-3-yl]-N-[(3S)-9-fluoro-2-oxo-5-phenyl-1,3-dihydro-1,4-benzodiazepin-3-yl]pyrazolo[1,5-a]pyrimidine-3-carboxamide CC1N(CCOC1)C1=CC=C(C=N1)C1=NN2C(N=CC=C2)=C1C(=O)N[C@@H]1C(NC2=C(C(=N1)C1=CC=CC=C1)C=CC=C2F)=O